C1(=CC=CC2=CC=CC=C12)C1=C(C(=O)OCC)C=CN=C1 ethyl 3-(naphthalen-1-yl)isonicotinate